3-(perfluorohexyl)acrylic acid FC(C(C(C(C(C(F)(F)F)(F)F)(F)F)(F)F)(F)F)(C=CC(=O)O)F